C(C)(C)(C)C1CN(CCC12CCC(CC2)\C=C\C(=O)OCC)C(=O)OCC2=NC(=C(N=C2N2CCC(CC2)(CN)CC=C)C)C2=C(C(=CC=C2)Cl)Cl (3-(4-allyl-4-(aminomethyl)piperidin-1-yl)-6-(2,3-dichlorophenyl)-5-methylpyrazin-2-yl)methanol tert-butyl-(E)-9-(3-ethoxy-3-oxoprop-1-en-1-yl)-3-azaspiro[5.5]undecane-3-carboxylate